2-isopropenyl-4,4,5,5-tetramethyl-[1,3,2]dioxaborolane C(=C)(C)B1OC(C(O1)(C)C)(C)C